((R)-3-((5-((S)-tetrahydrofuran-3-carbonyl)-7H-pyrrolo[2,3-d]pyrimidin-4-yl)amino)piperidin-1-yl)prop-2-en-1-one Methyl-Carbamimidothioate Sulfate S(=O)(=O)(O)O.CNC(=N)S.O1C[C@H](CC1)C(=O)C1=CNC=2N=CN=C(C21)N[C@H]2CN(CCC2)C(C=C)=O